(4R)-4-(3-chloro-2-fluorophenyl)-5-fluoro-2-(4-fluoro-1-methyl-1H-pyrazol-3-yl)-4-methyl-6-({1-[(pyrrolidin-1-yl)acetyl]azetidin-3-yl}amino)-3,4-dihydro-2,7-naphthyridin-1(2H)-one ClC=1C(=C(C=CC1)[C@]1(CN(C(C2=CN=C(C(=C12)F)NC1CN(C1)C(CN1CCCC1)=O)=O)C1=NN(C=C1F)C)C)F